N(=[N+]=[N-])CCCC1=CNC2=CC=C(C=C12)Br 3-(3-azidopropyl)-5-bromo-1H-indole